tert-butyl (3R,4R)-3-ethyl-4-(methylamino)pyrrolidine-1-carboxylate C(C)[C@@H]1CN(C[C@@H]1NC)C(=O)OC(C)(C)C